BrC=1C=C(C=CC1)[C@H](CO)O (R)-1-(3-bromophenyl)ethane-1,2-diol